(S)-N-((R)-1-(2-chloropyridin-4-yl)ethyl)-N-ethyl-2-methylpropane-2-sulfinamide ClC1=NC=CC(=C1)[C@@H](C)N([S@@](=O)C(C)(C)C)CC